7'-(pyridazin-4-ylamino)-2',3'-dihydro-1'H-spiro[cyclopropane-1,4'-isoquinoline]-1'-one N1=NC=C(C=C1)NC1=CC=C2C3(CNC(C2=C1)=O)CC3